phenyliodine C1(=CC=CC=C1)I